ClC1=C(C=CC=C1)C=1N=C(SC1)NC(C1=NC=C(C=C1)N1CCC2(CN(C2)C)CC1)=O N-(4-(2-chlorophenyl)thiazol-2-yl)-5-(2-methyl-2,7-diazaspiro[3.5]non-7-yl)picolinamide